ClC=1C(=NC(=NC1)NC1=NN(N=C1)C)C=1C=C2C(=NC1)CN(C2=O)[C@@H](C(=O)N[C@H](CO)C2=CC(=CC(=C2)OC)F)C (2R)-2-(3-{5-chloro-2-[(2-methyl-2H-1,2,3-triazol-4-yl)amino]pyrimidin-4-yl}-5-oxo-5H,6H,7H-pyrrolo[3,4-b]pyridin-6-yl)-N-[(1S)-1-(3-fluoro-5-methoxyphenyl)-2-hydroxyethyl]propanamide